C(CCC)[C@@H]1COCC=2C(=NC=3C=CC=NC3C2N1)N (R)-2-butyl-1,2,3,5-tetrahydro-[1,4]oxazepino[6,5-c][1,5]naphthyridin-6-amine